7-[[5-(3,8-diaza-bicyclo[3.2.1]octan-3-yl)-2-pyridyl]amino]-4-(1-methylpyrrolo[2,3-b]pyridin-4-yl)isoindolin-1-one C12CN(CC(CC1)N2)C=2C=CC(=NC2)NC=2C=CC(=C1CNC(C21)=O)C2=C1C(=NC=C2)N(C=C1)C